7-((((2-fluoro-5-(trifluoromethoxy)phenyl)carbamoyl)oxy)methyl)benzofuran-5-carboxylic acid FC1=C(C=C(C=C1)OC(F)(F)F)NC(=O)OCC1=CC(=CC=2C=COC21)C(=O)O